(2-(methylsulfonyl)phenyl)boronic acid CS(=O)(=O)C1=C(C=CC=C1)B(O)O